2-[2-(2-tert-butoxyaminoethoxy)ethoxy]ethanol C(C)(C)(C)ONCCOCCOCCO